C(C)(C)(C)OC(NC1CCC(CC1)(O)CN1C[C@H](CC1)C1=CC(=C2C=NN(C2=C1)C)C1=C(C=C(C=C1)F)C(N(C(C)C)CC)=O)=O N-[(1s,4s)-4-{[(3R)-3-(4-{2-[ethyl(isopropyl)carbamoyl]-4-fluorophenyl}-1-methyl-1H-indazol-6-yl)pyrrolidin-1-yl]methyl}-4-hydroxycyclohexyl]carbamic acid tert-butyl ester